N-(1-benzo[b]thien-2-ylethyl)-N-hydroxyurea S1C2=C(C=C1C(C)N(C(=O)N)O)C=CC=C2